6-(3-azido-6-bromopyridin-2-yl)-6-azaspiro[2.5]octane N(=[N+]=[N-])C=1C(=NC(=CC1)Br)N1CCC2(CC2)CC1